1-METHYL-1-CYCLOHEXANECARBOXYLIC ACID CC1(CCCCC1)C(=O)O